O=C1NC(CCC1N1C=C(C2=C(C=CC=C12)C#CCOCC1CCNCC1)C)=O 4-((3-(1-(2,6-dioxopiperidin-3-yl)-3-methyl-1H-indol-4-yl)prop-2-yn-1-yloxy)methyl)piperidin